S1C(=NC2=C1C=CC=C2)[C@H](NC(=O)[C@H]2NC(NC2)=O)C2=CC(=C(C=C2)F)Cl (S)-N-((R)-benzo[d]thiazol-2-yl-(3-chloro-4-fluoro-phenyl)methyl)-2-oxo-imidazolidine-4-carboxamide